N-[5-[[2-(7-azaspiro[3.3]heptan-7-yl)acetyl]amino]-2-methyl-3-pyridyl]-6-(1-methylpyrazol-4-yl)triazolo[1,5-a]pyridine-3-carboxamide C1CCC12CCN2CC(=O)NC=2C=C(C(=NC2)C)NC(=O)C=2N=NN1C2C=CC(=C1)C=1C=NN(C1)C